N1CC(CC1)NCC1=COC2=C1C=C(C(=C2)C2=CC=C(C=C2)C)C2=CC=C(C#N)C=C2 4-(3-((pyrrolidin-3-ylamino)methyl)-6-(p-tolyl)benzofuran-5-yl)benzonitrile